NCC1=C(NCC)C=C(C=C1)F 2-(aminomethyl)-N-ethyl-5-fluoroaniline